FC1=CC=C(C=C1)C(C#N)=C1CCN(CC1)C(=O)N1CC=2C(CC1)=NOC2 2-(4-Fluorophenyl)-2-(1-(4,5,6,7-tetrahydroisoxazolo[4,3-c]pyridin-5-carbonyl)piperidin-4-yliden)acetonitril